tert-butyldimethyl-((trans-2-(4,4,5,5-tetramethyl-1,3,2-dioxaborolan-2-yl)cyclopropyl)methoxy)silane C(C)(C)(C)[Si](OC[C@H]1[C@@H](C1)B1OC(C(O1)(C)C)(C)C)(C)C